6-Chloro-3-(((R)-1-(6-((S)-4-(2-fluoro-4-methoxybenzyl)-2-oxooxazolidin-3-yl)-4-methyl-pyridin-2-yl)ethyl)amino)picolinic acid ClC1=CC=C(C(=N1)C(=O)O)N[C@H](C)C1=NC(=CC(=C1)C)N1C(OC[C@@H]1CC1=C(C=C(C=C1)OC)F)=O